tert-butyl-(2R,3S,7aS)-2-(hydroxymethyl)-3-(1H-pyrazol-3-yl)tetrahydro-1H-pyrrolizine (2r,3s,4r,5r,6s)-2-hydroxy-6-methyltetrahydro-2H-pyran-3,4,5-trisyl-tripropionate O[C@@H]1O[C@H]([C@@H]([C@H]([C@@H]1CCC(=O)O)CCC(=O)O)CCC(=O)O)C.C(C)(C)(C)C1[C@H]([C@H](N2CCC=C12)C1=NNC=C1)CO